N1(CC1)C[C@H](C)NS(=O)(=O)C=1C=C(C(=O)N(CCC)CCC)C=CC1C (S)-3-(N-(1-(aziridin-1-yl)propan-2-yl)sulfamoyl)-4-methyl-N,N-dipropylbenzamide